C(C)(C)C(C(C1=CC=CC=C1)=O)C(C1=CC=CC=C1)=O isopropyl-dibenzoyl-methane